C1COC(C)(CC)O1 Butanone-ethylene ketal